FC1=C(C(=CC=C1C=1C=NN(C1)C(F)(F)F)O)N1CC(NS1(=O)=O)=O 5-(2-fluoro-6-hydroxy-3-(1-(trifluoromethyl)-1H-pyrazol-4-yl)phenyl)-1,2,5-thiadiazolidin-3-one 1,1-dioxide